quinazoline-7-carboxylic acid phenethyl ester C(CC1=CC=CC=C1)OC(=O)C1=CC=C2C=NC=NC2=C1